undecanedicarboxylic acid C(CCCCCCCCCC)(C(=O)O)C(=O)O